FC1=C(C(=O)N(C2=NC=CC3=C2C=C(S3)C3=CC=C(C=C3)B(O)O)[C@H]3CNCCC3)C=CC(=C1)N1N=NC=3C1=NC=CC3 [4-[4-[[2-fluoro-4-(triazolo[4,5-b]pyridin-3-yl)benzoyl]-[(3R)-3-piperidyl]amino]thieno[3,2-c]pyridin-2-yl]phenyl]boronic acid